O=S1(CCN(CC1)C1=CC=C(C=C1)N1[C@@H]2CNC([C@H](C1)CC2(C)C)=O)=O (1S,5S)-6-(4-(1,1-dioxidothiomorpholino)phenyl)-9,9-dimethyl-3,6-diazabicyclo[3.2.2]nonan-2-one